FC1C(=NOC1(C)C)S(=O)(=O)C 4-fluoro-5,5-dimethyl-3-(methylsulfonyl)-4,5-dihydroisoxazole